N1(N=CC2=CC=CC=C12)\C(\C(=O)OCC)=C/OC1OC(C(=C1)C)=O ethyl (Z)-2-indazol-1-yl-3-[(4-methyl-5-oxo-2H-furan-2-yl)oxy]prop-2-enoate